C(CC(=C)C)C=1C(C(C(=O)O)C=CC1OC)(O)CC(=O)C=1C=C(C=CC1)C1=CC=C(C=C1)CC 3-Isopentenyl-2-{2-[4'-ethyl-(1,1'-biphenyl)-3-yl]-2-oxoethyl}-4-methoxysalicylic acid